(S)-2-((S)-3-(5-((R)-1-amino-2,2,2-trifluoroethyl)-6-oxo-1,6-dihydropyridin-3-yl)-4,4-difluoropiperidin-1-yl)-N-(5-(4-fluorophenoxy)pyridin-2-yl)propanamide N[C@@H](C(F)(F)F)C1=CC(=CNC1=O)[C@H]1CN(CCC1(F)F)[C@H](C(=O)NC1=NC=C(C=C1)OC1=CC=C(C=C1)F)C